CC1(OB(OC1(C)C)C1=CC(=CC=C1)C(F)(F)F)C 4,4,5,5-tetramethyl-2-[3-(trifluoromethyl)phenyl]-1,3,2-dioxaborolane